C(C)(C)(C)OC(=O)N1[C@@H](CC(C1)C)C(=O)O (2S,5S)-1-(tert-butoxycarbonyl)-4-methylpyrrolidine-2-carboxylic acid